FC=1C=C(C=CC1O)C(C)=O 3'-fluoro-4'-hydroxyacetophenone